(tetra-t-butylphenyl)-iodonium triflate [O-]S(=O)(=O)C(F)(F)F.C(C)(C)(C)C=1C(=C(C(=C(C1)[IH+])C(C)(C)C)C(C)(C)C)C(C)(C)C